1-(3-((R)-3-aminopyrrolidin-1-yl)phenyl)-N-(2-fluoro-4-(4-morpholino-7H-pyrrolo[2,3-d]pyrimidin-6-yl)phenyl)ethane-1-sulfonamide N[C@H]1CN(CC1)C=1C=C(C=CC1)C(C)S(=O)(=O)NC1=C(C=C(C=C1)C1=CC2=C(N=CN=C2N2CCOCC2)N1)F